3-methoxypropan-1-amine HCl Cl.COCCCN